N-(5-chloro-6-(2H-1,2,3-triazol-2-yl)pyridin-3-yl)-1-(1-(pyrrolidin-2-yl)isoquinolin-4-yl)-5-(trifluoromethyl)-1H-pyrazole-4-carboxamide ClC=1C=C(C=NC1N1N=CC=N1)NC(=O)C=1C=NN(C1C(F)(F)F)C1=CN=C(C2=CC=CC=C12)C1NCCC1